1,3,5-tri(3-mercaptopropyl)-1,3,5-triazine SCCCN1CN(CN(C1)CCCS)CCCS